ClC=1C=C(C2=C(OCCO2)C1)NC1=NC=2N(C(=C1)NC)N=CC2C(=O)NCC(CO)(C)C 5-((7-chloro-2,3-dihydrobenzo[b][1,4]dioxin-5-yl)amino)-N-(3-hydroxy-2,2-dimethylpropyl)-7-(methylamino)pyrazolo[1,5-a]pyrimidine-3-carboxamide